4-[3-(2-Chloro-5-ethenyl-4-methoxybenzoyl)-2,4-dihydro-1,3-benzoxazin-8-yl]-5-fluoro-2-morpholin-4-ylbenzoic acid ClC1=C(C(=O)N2COC3=C(C2)C=CC=C3C3=CC(=C(C(=O)O)C=C3F)N3CCOCC3)C=C(C(=C1)OC)C=C